2-(1-((trans)-1-cyclohexyl-3-fluoropiperidin-4-yl)-1H-pyrazol-4-yl)-N4-(prop-2-yn-1-yl)-5-(trifluoromethyl)pyrimidine-2,4-diamine C1(CCCCC1)N1C[C@H]([C@@H](CC1)N1N=CC(=C1)C1(NC=C(C(=N1)NCC#C)C(F)(F)F)N)F